racemic-(2R,4R)-4-aminotetrahydrofuran-2-carboxylic acid methyl ester hydrochloride Cl.COC(=O)[C@@H]1OC[C@@H](C1)N |r|